N[C@H](C(=O)NCC1=CC=C(C=C1)C(F)(F)F)CC1=CC=C(C=C1)O (2S)-2-amino-N-[4-(trifluoromethyl)benzyl]-3-[4-(hydroxy)phenyl]propanamide